BrC1=CN=C(N1C)CN1CCCC1 5-bromo-1-methyl-2-(pyrrolidin-1-ylmethyl)-1H-imidazole